FC(C(=O)[O-])(F)F.C[P+](C)=O dimethylphosphorus oxide trifluoroacetate